C(N)(O[C@@H]1C[C@@H](CCC1)NC(=O)N1CCCC1)=O |r| (+/-)-(cis-3-(pyrrolidine-1-carboxamido) cyclohexyl) carbamate